4-bromo-5-(2,6-dimethylphenoxy)-1-(oxetan-3-yl)pyridin-2(1H)-one BrC1=CC(N(C=C1OC1=C(C=CC=C1C)C)C1COC1)=O